6-(2-(4,4,5,5-tetramethyl-1,3,2-dioxaborolan-2-yl)phenyl)-1,3,5-triazine CC1(OB(OC1(C)C)C1=C(C=CC=C1)C1=NC=NC=N1)C